ClC=1C=CC2=C(N(C3=C(CC2)C=CC=C3)CCCCN(C/C=C/C(=O)OCC)C(C)C)C1 Ethyl (E)-4-{[4-(3-chloro-10,11-dihydro-dibenzo[b,f]azepin-5-yl)butyl]-isopropyl-amino}but-2-enoate